5-n-butyl-3-tert-butyl-1-ethyl-4-hydroxy-pyrazole C(CCC)C1=C(C(=NN1CC)C(C)(C)C)O